3,4-difluoro-N-[[1-[(1R)-3-(hydroxyamino)-3-oxo-1-(2-phenylethyl)propyl]triazol-4-yl]methyl]benzamide FC=1C=C(C(=O)NCC=2N=NN(C2)[C@@H](CC(=O)NO)CCC2=CC=CC=C2)C=CC1F